trimethylolpropane tri(propionate) C(CC)(=O)O.C(CC)(=O)O.C(CC)(=O)O.C(O)C(CC)(CO)CO